1,3-dicyclohexyl-propane C1(CCCCC1)CCCC1CCCCC1